C(C)(C)(C)OC(=O)N[C@H]1CN(CC[C@@H]1O)C(=O)OCC1=CC=CC=C1 benzyl (3S,4S)-3-((tert-butoxycarbonyl)amino)-4-hydroxypiperidine-1-carboxylate